COCCOC=1C=C(C=CC1OC1=CC=CC=C1)N1C(N(C(NC1=O)=O)C1=CC=CC=C1)=O 1-[3-(2-methoxyethoxy)-4-phenoxyphenyl]-3-phenyl-1,3,5-triazinane-2,4,6-trione